C(C)[C@]1(C(OCC=2C(N3CC=4N(C5=CC=C(C=C5C(C4C3=CC21)=O)F)[C@@H]2CN(CC21CC1)C)=O)=O)O (S)-4-ethyl-8-fluoro-4-hydroxy-11-((S)-5-methyl-5-azaspiro[2.4]heptane-7-yl)-1H-pyrano[3',4':6,7]indolizino[2,1-b]quinoline-3,6,14(4H,11H,12H)-trione